C(C)(C)N1C(N(C(C(=C1)C(=O)O)=O)C1=CC=C(C=C1)C)=O 1-isopropyl-2,4-dioxo-3-p-tolyl-1,2,3,4-tetrahydropyrimidine-5-carboxylic acid